cyclopropyl-N-[2-(2-fluoro-3-hydroxy-3-methyl-butyl)-6-methoxy-pyrazolo[1,5-a]pyridin-5-yl]-2-oxo-pyridine-3-carboxamide C1(CC1)C1=C(C(NC=C1)=O)C(=O)NC1=CC=2N(C=C1OC)N=C(C2)CC(C(C)(C)O)F